2-([1,1'-biphenyl]-4-yl)-3-hydroxy-6,7-dimethoxy-4H-chromen C1(=CC=C(C=C1)C=1OC2=CC(=C(C=C2CC1O)OC)OC)C1=CC=CC=C1